dihydroxycarbonylbicyclo[2.2.1]hept-2-ene OC(=O)C1=C(C2CCC1C2)C(=O)O